2-(2-(4-amino-6-(trifluoromethyl)-9H-pyrimido[4,5-b]indol-9-yl)acetyl)-N-(6-bromopyridin-2-yl)-2-azabicyclo[3.1.0]hexane-3-carboxamide NC1=NC=NC=2N(C3=CC=C(C=C3C21)C(F)(F)F)CC(=O)N2C1CC1CC2C(=O)NC2=NC(=CC=C2)Br